2-(1-ethoxyethyl)-1-oxo-1,2,3,4-tetrahydroisoquinoline C(C)OC(C)N1C(C2=CC=CC=C2CC1)=O